C1=CC=CC=2C3=CC=CC=C3C(C12)COC(=O)N[C@@H](CC(=O)OC(C)(C)C)C=O tert-butyl (S)-3-((((9H-fluoren-9-yl)methoxy)carbonyl)amino)-4-oxobutanoate